The molecule is tetraanion of UDP-N-acetyl-D-galactosamine 4,6-bissulfate arising from deprotonation of diphosphate and sulfate groups; major species at pH 7.3. It is a nucleotide-sugar oxoanion and an organosulfate oxoanion. It is a conjugate base of an UDP-N-acetyl-D-galactosamine 4,6-bissulfate. CC(=O)N[C@@H]1[C@H]([C@H]([C@H](OC1OP(=O)([O-])OP(=O)([O-])OC[C@@H]2[C@H]([C@H]([C@@H](O2)N3C=CC(=O)NC3=O)O)O)COS(=O)(=O)[O-])OS(=O)(=O)[O-])O